2-chloro-N-(4-(1-isopropyl-4-(trifluoromethyl)-1H-imidazol-2-yl)benzyl)-5-(methoxymethyl)-N-methylpyrimidin-4-amine ClC1=NC=C(C(=N1)N(C)CC1=CC=C(C=C1)C=1N(C=C(N1)C(F)(F)F)C(C)C)COC